COC=1C=C(C=CC1)[C@H]1CCC2=NC=3C(=NC(=CC3)C=3C=NC(=NC3)N3C[C@@H]4N(CC3)C(NC4)=O)N21 (R)-7-(5-((R)-8-(3-methoxyphenyl)-7,8-dihydro-6H-pyrrolo[2',1':2,3]imidazo[4,5-b]pyridin-2-yl)pyrimidin-2-yl)hexahydroimidazo[1,5-a]pyrazin-3(2H)-one